OC=1C=C(C=C2CNCC(C2=O)=CC2=CC(=C(C=C2)O)O)C=CC1O 3,5-Bis(3,4-dihydroxybenzylidene)piperidin-4-one